FC(C1=CC(=NN1)C1=NC(=NO1)C1(CC1)C1=C(C=CC=C1)C)F 5-[5-(difluoromethyl)-1H-pyrazol-3-yl]-3-[1-(o-tolyl)cyclopropyl]-1,2,4-oxadiazole